5-(4-((4-methylpyrimidin-5-yl)methoxy)phenyl)-2-oxo-6-(trifluoromethyl)-1,2-dihydropyridine-3-carboxamide CC1=NC=NC=C1COC1=CC=C(C=C1)C=1C=C(C(NC1C(F)(F)F)=O)C(=O)N